BrC1=CC=C(C=C1)C1=CC=C(N1C1=C(C=CC=C1)C(F)(F)F)C1=CC=C(C=C1)CC(=O)O 2-[4-[5-(4-bromophenyl)-1-[2-(trifluoromethyl)phenyl]pyrrol-2-yl]phenyl]acetic acid